5-deuteromethyl-2-(3-(trifluoromethoxy)pyridin-2-yl)-1H-pyrrole-3-carboxylic acid [2H]CC1=CC(=C(N1)C1=NC=CC=C1OC(F)(F)F)C(=O)O